4-{2-[4-(2-(4,4-difluoropiperidin-1-yl)ethoxy)phenyl]quinolin-6-yl}-6-methyl-1-tosyl-1H-pyrrolo[2,3-c]pyridin-7(6H)-one FC1(CCN(CC1)CCOC1=CC=C(C=C1)C1=NC2=CC=C(C=C2C=C1)C=1C2=C(C(N(C1)C)=O)N(C=C2)S(=O)(=O)C2=CC=C(C)C=C2)F